COC1=CC=C(C=C1)C=1N=CC=NC1 5-(4-methoxyphenyl)pyrazine